6-[(3S)-3-methylpiperazine-1-carbonyl]-1H-indole C[C@H]1CN(CCN1)C(=O)C1=CC=C2C=CNC2=C1